(1R,2R)-2-(1-methylpyrazol-4-yl)cyclopropanecarboxylic acid CN1N=CC(=C1)[C@H]1[C@@H](C1)C(=O)O